COCCCCN1C(C2=CC=CC=C2C1=O)=O 2-(4-methoxybutyl)-1H-isoindole-1,3(2H)-dione